O[C@@H]1[C@H](COC1)N(CCCCCCCC(=O)N(CCCCCCCCCC)CCCCCCCCCC)CCCCCCCC(=O)N(CCCCCCCCCC)CCCCCCCCCC 8,8'-(((3s,4r)-4-hydroxytetrahydrofuran-3-yl)azanediyl)bis(N,N-didecyloctanamide)